C1(=CC(=CC=C1)C[C@@H]1N(CCC[C@@H]1NS(=O)(=O)C)C(=O)OCC1=CC=CC=C1)C1=CC=CC=C1 benzyl cis-2-(biphenyl-3-ylmethyl)-3-((methylsulfonyl)amino)piperidine-1-carboxylate